C(C)OC(=O)C=1N=NN(C1C)C1C[C@H]2CC[C@@H](C1)N2C(=O)OC(C)(C)C tert-Butyl (1R,5S)-3-(4-ethoxycarbonyl-5-methyl-triazol-1-yl)-8-azabicyclo[3.2.1]octane-8-carboxylate